C(CCCCCCCC)(=O)OCCCCCCCCCC decyl pelargonate